N-cyclopropyl-2-(difluoromethoxy)-6-methoxy-4-[7-(thiazol-4-ylmethoxy)imidazo[1,2-a]pyridin-3-yl]benzamide C1(CC1)NC(C1=C(C=C(C=C1OC)C1=CN=C2N1C=CC(=C2)OCC=2N=CSC2)OC(F)F)=O